ClC1=CC=C2C=CNC2=C1C=1N=NC=CC1 6-chloro-7-pyridazin-3-yl-1H-indole